C(C1=CC=CC=C1)N1CN(CC1)CC1=CC=CC=C1 1,3-dibenzyl-imidazoline